FC1=C(C(=CC=C1OC)N1N=NC(=C1)C)CNC(=O)C=1C=NC=C(C1)CC1=CC=C2CCN(CC2=C1)C N-{[2-fluoro-3-methoxy-6-(4-methyl-1,2,3-triazol-1-yl)phenyl]methyl}-5-[(2-methyl-3,4-dihydro-1H-isoquinolin-7-yl)methyl]pyridine-3-carboxamide